FC(C(=O)O)(F)F.FC1=CC2=C(N(C(=N2)NC=2OC=3C(=C4CN(CC4=CC3)C)N2)C)C=C1 N-(5-fluoro-1-methyl-1H-benzo[d]imidazol-2-yl)-7-methyl-7,8-dihydro-6H-oxazolo[4,5-e]isoindol-2-amine, trifluoroacetic acid salt